cis-3-Hexenyl propionate C(CC)(=O)OCC\C=C/CC